tert-Butyl 2-[4-(4,4,5,5-tetramethyl-1,3,2-dioxaborolan-2-yl)phenyl]-2,7-diazaspiro[3.5]nonane-7-carboxylate CC1(OB(OC1(C)C)C1=CC=C(C=C1)N1CC2(C1)CCN(CC2)C(=O)OC(C)(C)C)C